CC1(CC(C1)NC1=NN2C(C=N1)=C(C=C2)C=2C=NC=1N(C2)C(=CN1)C)O 1-methyl-3-((5-(3-methylimidazo[1,2-a]pyrimidin-6-yl)pyrrolo[2,1-f][1,2,4]triazin-2-yl)amino)cyclobutan-1-ol